4-chlorobenzyl (4-((2-(1H-pyrazol-1-yl)acetamido)meth-yl)phenyl)carbamate N1(N=CC=C1)CC(=O)NCC1=CC=C(C=C1)NC(OCC1=CC=C(C=C1)Cl)=O